7-Deaza-2'-deoxyguanosine triphosphate P(O)(=O)(OP(=O)(O)OP(=O)(O)O)OC[C@@H]1[C@H](C[C@@H](O1)N1C=CC=2C(=O)NC(N)=NC12)O